diazabicyclo[3.2.1]oct-6-ene N12NCCC(C=C1)C2